2-[4-[4-(2-hydroxyethoxy)-3,5-bis(thianthrene-1-yl)phenyl]sulfonyl-2,6-bis(thianthrene-1-yl)phenoxy]ethanol OCCOC1=C(C=C(C=C1C1=CC=CC=2SC3=CC=CC=C3SC12)S(=O)(=O)C1=CC(=C(OCCO)C(=C1)C1=CC=CC=2SC3=CC=CC=C3SC12)C1=CC=CC=2SC3=CC=CC=C3SC12)C1=CC=CC=2SC3=CC=CC=C3SC12